C(C)(C)C=1C=NN2C1N=C(N=C2N[C@@H]2CCC=1N(C3=CC=CC=C3C1C2)C(=O)OC(C)(C)C)N2CCCCC2 tert-butyl (3R)-3-[[8-isopropyl-2-(1-piperidyl)pyrazolo[1,5-a][1,3,5]triazin-4-yl]amino]-1,2,3,4-tetrahydrocarbazole-9-carboxylate